N-(2-cyano-3-iodophenyl)-N-((2-(trimethylsilyl)ethoxy)methyl)propane-1-sulfonamide C(#N)C1=C(C=CC=C1I)N(S(=O)(=O)CCC)COCC[Si](C)(C)C